2-(1-hydroxymethyl)phenol OCC1=C(C=CC=C1)O